C1=CC=CC=2C3=CC=CC=C3N(C12)C1=CC=C(C=C1)C1=C(C(=C(C(=C1C1=CC=C(C=C1)N1C2=CC=CC=C2C=2C=CC=CC12)C1=CC=C(C=C1)N1C2=CC=CC=C2C=2C=CC=CC12)C#N)C=1C(=NC(=CC1)C1=CC=CC=C1)C1=CC=CC=C1)C1=CC=C(C=C1)N1C2=CC=CC=C2C=2C=C(C=CC12)C 6'-(4-(9H-carbazol-9-yl)phenyl)-4,4''-di(9H-carbazol-9-yl)-4'-(2,6-diphenylpyridin-3-yl)-5'-(4-(3-methyl-9H-carbazol-9-yl)phenyl)-[1,1':2',1''-terphenyl]-3'-carbonitrile